C12CN(CC(CC1)N2)C2=CC(=C1C[C@H](COC1=C2)NC(=O)C2=C(C=1C(=NC(=CC1)C)S2)N)F N-((3R)-7-(3,8-diazabicyclo[3.2.1]octan-3-yl)-5-fluorochroman-3-yl)-3-amino-6-methylthieno[2,3-b]pyridine-2-carboxamide